C1[C@@H]([C@H](O[C@H]1N2C=C(C(=O)NC2=O)/C=C/Br)CO)O (E)-5-(2-bromovinyl)-2-deoxyuridine